ClCC(=O)N1CCC(CC1)C=1C=C2C(=C(NC2=CC1)C1=CC(=NC(=C1)C)C)C(C)C 2-chloro-1-(4-(2-(2,6-dimethylpyridin-4-yl)-3-isopropyl-1H-indol-5-yl)piperidin-1-yl)ethan-1-one